C(C=C)(=O)OCC(COCCC[SiH2]C(O[Si](C)(C)C)O[Si](C)(C)C)O (3-acryloxy-2-hydroxypropoxy)propylbis(trimethylsiloxy)methylsilane